[Na].[Al].[B].[Zn] zinc-boron-aluminum-sodium